C(#N)C1=C2C=NN(C2=CC=C1[N+](=O)[O-])C(=O)OC(C)(C)C tert-Butyl 4-cyano-5-nitro-1H-indazole-1-carboxylate